4-((5-(dimethylamino)thiophen-2-yl)methylene)-3-phenylisoxazol-5(4H)-one CN(C1=CC=C(S1)C=C1C(=NOC1=O)C1=CC=CC=C1)C